2-(1-benzyltetrazol-5-yl)piperidine C(C1=CC=CC=C1)N1N=NN=C1C1NCCCC1